C1C2=C3C=CC=C3C(=CC=C21)O 1H-Cycloprop[e]azulen-4-ol